tri-tert-butyl-aminomethane tripropionate C(CC)(=O)O.C(CC)(=O)O.C(CC)(=O)O.C(C)(C)(C)C(N)(C(C)(C)C)C(C)(C)C